2-(3-cyano-phenyl)-5-trifluoromethyl-pyrazole-3-carboxylic acid {3-[(4-amino-benzylamino)-phenyl-methyl]-phenyl}-amide NC1=CC=C(CNC(C=2C=C(C=CC2)NC(=O)C=2N(N=C(C2)C(F)(F)F)C2=CC(=CC=C2)C#N)C2=CC=CC=C2)C=C1